31-oleoyloxy-hentriacontanoic acid C(CCCCCCC\C=C/CCCCCCCC)(=O)OCCCCCCCCCCCCCCCCCCCCCCCCCCCCCCC(=O)O